4-(2,5-diazabicyclo[2.2.1]heptan-2-yl)-2-(2,6-dioxopiperidin-3-yl)-5,7-difluoroisoindoline-1,3-dione C12N(CC(NC1)C2)C2=C1C(N(C(C1=C(C=C2F)F)=O)C2C(NC(CC2)=O)=O)=O